1-(Benzo[d]isoxazol-3-yl)-N-(5-chloro-6-(2H-1,2,3-triazol-2-yl)pyridin-3-yl)-5-(trifluoromethyl)-1H-pyrazol-4-carboxamid O1N=C(C2=C1C=CC=C2)N2N=CC(=C2C(F)(F)F)C(=O)NC=2C=NC(=C(C2)Cl)N2N=CC=N2